[3-(4-amino-5-cyano-6-thiophen-2-yl-pyrimidin-2-ylsulfanylmethyl)-phenyl]-acetic acid NC1=NC(=NC(=C1C#N)C=1SC=CC1)SCC=1C=C(C=CC1)CC(=O)O